FC1=C(C(=C(C(=C1OC1=CC(=C(C=C1)[N+](=O)[O-])OC)F)F)F)F 1,2,3,4,5-pentafluoro-6-(3-methoxy-4-nitrophenoxy)benzene